2-{4-[(4-methyl-1,4-oxazepan-6-yl)amino]pyrido[3,4-d]pyridazin-1-yl}-5-(trifluoromethyl)phenol CN1CCOCC(C1)NC=1N=NC(=C2C1C=NC=C2)C2=C(C=C(C=C2)C(F)(F)F)O